C(C)C1CC2CCC1C2 3-exo-ethylbicyclo[2.2.1]heptan